3-ethyl-5-(4,4,5,5-tetramethyl-1,3,2-dioxaborolan-2-yl)-1H-pyrrol C(C)C1=CNC(=C1)B1OC(C(O1)(C)C)(C)C